2-(5-ethyl-2-methoxyphenyl)-2-((R)-3-((5-(5,6,7,8-tetrahydro-1,8-naphthyridin-2-yl)pentyl)oxy)pyrrolidin-1-yl)acetic acid C(C)C=1C=CC(=C(C1)C(C(=O)O)N1C[C@@H](CC1)OCCCCCC1=NC=2NCCCC2C=C1)OC